C(C=C)(=O)N1C[C@@H](N(CC1)C=1C2=C(N(C(N1)=O)C=1C(=NC=NC1)C(C)C)N=C(C=C2F)C2=C(C=CC=C2O)F)C (S)-4-(4-acryloyl-2-methylpiperazin-1-yl)-5-fluoro-7-(2-fluoro-6-hydroxyphenyl)-1-(4-isopropylpyrimidin-5-yl)pyrido[2,3-d]pyrimidin-2(1H)-one